COC1=CC=C(C=C1)C=CC=O 3-(4-methoxyphenyl)prop-2-en-1-one